(s)-4-benzyl 1-tert-butyl 2-(hydroxymethyl)piperazine-1,4-dicarboxylate OC[C@H]1N(CCN(C1)C(=O)OCC1=CC=CC=C1)C(=O)OC(C)(C)C